ClC=1C=C(C=2N=CNC(C2N1)=O)C(=O)O 6-chloro-4-oxo-3H,4H-pyrido[3,2-d]pyrimidine-8-carboxylic acid